cis-6-(4,4-Difluorocyclohexyl)-5-(4-(4-(dimethoxymethyl)piperidin-1-yl)phenyl)-5,6,7,8-tetrahydronaphthalen-2-ol FC1(CCC(CC1)[C@@H]1[C@@H](C=2C=CC(=CC2CC1)O)C1=CC=C(C=C1)N1CCC(CC1)C(OC)OC)F